ClC1=CC(=CC=2C3=CC(=CC(=C3NC12)Cl)C)C 1,8-dichloro-3,6-dimethylcarbazole